COC1=C(OCC(C)O)C=CC(=C1)CCC 3-(2-methoxy-4-propylphenoxy)propan-2-ol